C(C)(C)C1=CC=C(C=C1)CO 4-isopropyl-1-benzenemethanol